5-((3,5-difluorobenzyl)oxy)-3-(1-(tetrahydro-2H-pyran-4-yl)-1H-pyrazol-4-yl)pyrazolo[1,5-a]pyrimidine FC=1C=C(COC2=NC=3N(C=C2)N=CC3C=3C=NN(C3)C3CCOCC3)C=C(C1)F